IC1=CN=CC2=C1N=C(N=C2)NC2=C(C=C(C=C2)N2CCN(CC2)C)OC 8-iodo-N-(2-methoxy-4-(4-methylpiperazin-1-yl)phenyl)pyrido[4,3-d]Pyrimidine-2-amine